ClC1=C(C2=C(N=N1)N(CCC2)[C@H]2CN(CCC2)C)C 3-chloro-4-methyl-8-[(3R)-1-methylhexahydropyridin-3-yl]-5,6,7,8-tetrahydropyrido[2,3-c][1,2]diazine